COC1=CC=C(CC2=CC(N(C3=CC=CC=C23)C)=O)C=C1 4-(4-methoxybenzyl)-1-methyl-quinolin-2(1H)-one